OC(CCC=1N=C2N(C=C(C(=C2)C(=O)O)NC(=O)C2=NC(=CC=C2)C(F)(F)F)C1)(C)C 2-(3-hydroxy-3-methyl-butyl)-6-[[6-(trifluoromethyl)pyridine-2-carbonyl]amino]imidazo[1,2-a]pyridine-7-carboxylic acid